(2-amino-5-chlorophenyl)(pyridin-2-yl)methanone tert-butyl-N-[(1R)-1-[[4-[1-(benzenesulfonyl)pyrrolo[2,3-b]pyridin-4-yl]-3-chloro-phenyl]carbamoyl]-3-methyl-butyl]carbamate C(C)(C)(C)OC(N[C@H](CC(C)C)C(NC1=CC(=C(C=C1)C1=C2C(=NC=C1)N(C=C2)S(=O)(=O)C2=CC=CC=C2)Cl)=O)=O.NC2=C(C=C(C=C2)Cl)C(=O)C2=NC=CC=C2